fluorendiol C=1(C(=CC=C2C3=CC=CC=C3CC12)O)O